FC1=C(C(=C(C2=C1OCC(N2CC#C)=O)F)C2=C(C(=C(C(=C2F)C=C)F)F)F)F trifluoro-4-(prop-2-yn-1-yl)-6-(2,3,4,6-tetrafluoro-5-vinylphenyl)-2H-benzo[b][1,4]oxazin-3(4H)-one